1-[(cis)-3-hydroxy-3-(2H3)methylcyclobutyl]-6-(4,4,5,5-tetramethyl-1,3,2-dioxaborolan-2-yl)-1,2,3,4-tetrahydro-1,8-naphthyridin-2-one OC1(CC(C1)N1C(CCC2=CC(=CN=C12)B1OC(C(O1)(C)C)(C)C)=O)C([2H])([2H])[2H]